(R/S)-tert-butyl 4-((5-(difluoromethyl)-2H-tetrazol-2-yl)(phenyl)methyl)piperidine-1-carboxylate FC(C=1N=NN(N1)[C@H](C1CCN(CC1)C(=O)OC(C)(C)C)C1=CC=CC=C1)F |r|